O=C(CC(=O)N[C@@H](C)C1=CC(=CC=C1)OC(F)(F)F)C1(CC1)C(F)(F)F 3-oxo-N-[(1S)-1-[3-(trifluoromethoxy)phenyl]ethyl]-3-[1-(trifluoromethyl)cyclopropyl]propanamide